ClC1=CC=C(CNC(=O)NC2=CC=C(C=C2)CN2C(CC[C@H](C2)C)=O)C=C1 (R)-1-(4-chlorobenzyl)-3-(4-((5-methyl-2-oxopiperidin-1-yl)methyl)phenyl)urea